2-fluoro-4-((4-(trifluoromethylthio)benzyl)oxy)aniline FC1=C(N)C=CC(=C1)OCC1=CC=C(C=C1)SC(F)(F)F